N-[4-(cyclohexyloxy)-3-(6-methyl-7-oxo-6,7-dihydro-1H-pyrrolo[2,3-c]pyridin-4-yl)phenyl]methanesulfonamide C1(CCCCC1)OC1=C(C=C(C=C1)NS(=O)(=O)C)C=1C2=C(C(N(C1)C)=O)NC=C2